(1-(2-chloro-6-methoxyphenyl)-5-((3S,5R)-3,5-dimethylpiperidin-1-yl)-1H-indol-4-yl)methanol ClC1=C(C(=CC=C1)OC)N1C=CC2=C(C(=CC=C12)N1C[C@H](C[C@H](C1)C)C)CO